N-[2-(1-benzylpiperidin-4-yl)ethyl]-4-fluoro-1-[2-(trifluoromethoxy)phenyl]piperidine-4-carboxamide C(C1=CC=CC=C1)N1CCC(CC1)CCNC(=O)C1(CCN(CC1)C1=C(C=CC=C1)OC(F)(F)F)F